FC1(CC=CC=C1)B([O-])[O-] 1-fluoro-phenylboronate